N-(2-methoxy-4-(2-phenylpropionamido)phenyl)-3-chlorobenzamide COC1=C(C=CC(=C1)NC(C(C)C1=CC=CC=C1)=O)NC(C1=CC(=CC=C1)Cl)=O